IC(=O)I iodoketone